3-acetyl-1H-pyrazole-5-carboxylic acid C(C)(=O)C1=NNC(=C1)C(=O)O